FC1=NC=C(C(=O)N(CC2=NC=C(C=C2)C(F)(F)F)C(C)C2=CC=C(C=C2)F)C=C1 6-fluoro-N-(1-(4-fluorophenyl)ethyl)-N-((5-(trifluoromethyl)pyridin-2-yl)methyl)nicotinamide